O=C1NC(CCC1N1CC2=NC(=CC=C2C1=O)C=1CCN(CC1)C(=O)OC(C)(C)C)=O tert-butyl 4-(6-(2,6-dioxopiperidin-3-yl)-5-oxo-6,7-dihydro-5H-pyrrolo[3,4-b]pyridin-2-yl)-3,6-dihydropyridine-1(2H)-carboxylate